para-azidoethyl-phenol N(=[N+]=[N-])CCC1=CC=C(C=C1)O